FC1=CC(=CC2=C1NC(CO2)=O)NC2=CC=C(C=C2)N2CCC(CC2)C(F)(F)F 5-Fluoro-7-({4-[4-(trifluoromethyl)piperidin-1-yl]phenyl}amino)-2,4-dihydro-1,4-benzoxazin-3-one